N1N=NC(=C1)C1CN(C1)C1=NOC(C1)C=1C=NC(=NC1)NC1CC2=CC(=C(C=C2C1)F)F 5-(3-(3-(1H-1,2,3-triazol-4-yl)azetidin-1-yl)-4,5-dihydroisoOxazol-5-yl)-N-(5,6-difluoro-2,3-dihydro-1H-inden-2-yl)pyrimidin-2-amine